[Cl-].C(C)O[Si](OCC)(OCC)CCCC(CC[NH+](C)C)CCCCCCCCCCCCC 3-(triethoxysilylpropyl)dimethyl-hexadecyl-ammonium chloride